ClC=1C=CC2=C(NCN(S2(=O)=O)[C@H](C(=O)OC)C(C)C2=C(C(=CC=C2F)C)C)C1 methyl (2S)-2-(6-chloro-1,1-dioxido-3,4-dihydro-2H-benzo[e][1,2,4]thiadiazin-2-yl)-3-(6-fluoro-2,3-dimethylphenyl)butanoate